N-(5-cyano-4-((thiazol-5-yl-methyl)amino)pyridin-2-yl)-7-formyl-6-((4-methyl-2-oxopiperazin-1-yl)methyl)-3,4-dihydro-1,8-naphthyridine-1(2H)-carboxamide C(#N)C=1C(=CC(=NC1)NC(=O)N1CCCC2=CC(=C(N=C12)C=O)CN1C(CN(CC1)C)=O)NCC1=CN=CS1